(5-methoxy-2-nitro-4-(3-(pyrrolidin-1-yl)propoxy)phenyl)-1H-pyrazole COC=1C(=CC(=C(C1)N1N=CC=C1)[N+](=O)[O-])OCCCN1CCCC1